(3aR,5s,6aS)-N-(6-(2,5-difluorophenyl)-4-(trifluoromethyl)pyridazin-3-yl)-2-((tetrahydro-2H-pyran-4-yl)methyl)octahydro-cyclopenta[c]pyrrol-5-amine FC1=C(C=C(C=C1)F)C1=CC(=C(N=N1)NC1C[C@@H]2[C@@H](CN(C2)CC2CCOCC2)C1)C(F)(F)F